tert-butyl 3-chlorocarbonyl-3-methyl-pyrrolidine-1-carboxylate ClC(=O)C1(CN(CC1)C(=O)OC(C)(C)C)C